N8-(3-chloro-5-(trifluoromethyl)phenyl)-N2-isopropyl-9-(pyrrolidin-3-yl)-9H-purine-2,8-diamine ClC=1C=C(C=C(C1)C(F)(F)F)NC=1N(C2=NC(=NC=C2N1)NC(C)C)C1CNCC1